2'-(cyclopropoxymethyl)-N-(4,5-dimethylisoxazol-3-yl)-N-(methoxymethyl)-[1,1'-biphenyl]-2-sulfonamide C1(CC1)OCC1=C(C=CC=C1)C=1C(=CC=CC1)S(=O)(=O)N(COC)C1=NOC(=C1C)C